ethyl 2,3,5,6-tetrafluoro-4-cyano-benzoate FC1=C(C(=O)OCC)C(=C(C(=C1F)C#N)F)F